O=C1NC(CCC1N1C(C2=CC=C(C=C2C1=O)N1CC2(CCC1)CCN(CC2)CC2CCNCC2)=O)=O 2-(2,6-dioxopiperidin-3-yl)-5-(9-(piperidin-4-ylmethyl)-2,9-diazaspiro[5.5]undec-2-yl)isoindoline-1,3-dione